BrC(=C)CBr 2,3-dibromoprop-1-ene